COC1=CC=C(CBr)C=C1 4-Methoxybenzyl bromide